CO[C@H]1OC(C[C@@H]1NC(OCC1=CC=CC=C1)=O)=O Benzyl ((2S,3S)-2-methoxy-5-oxotetrahydrofuran-3-yl)carbamate